NCC1=CC=C(C=N1)C(N[C@H](C(NCCCC[C@H](NC(N[C@@H](CCC(=O)OC(C)(C)C)C(=O)OC(C)(C)C)=O)C(=O)OC(C)(C)C)=O)CC1=CC2=CC=CC=C2C=C1)=O tri-tert-butyl (3S,10S,14S)-1-[6-(aminomethyl)pyridin-3-yl]-3-[(naphthalen-2-yl)methyl]-1,4,12-trioxo-2,5,11,13-tetraazahexadecane-10,14,16-tricarboxylate